3-Methyl-2-((3-methyloxetan-3-yl)methoxy)benzoic acid CC=1C(=C(C(=O)O)C=CC1)OCC1(COC1)C